C1(=CC=CC=C1)[B-](C1=CC=CC=C1)(C1=CC=CC=C1)C1=CC=CC=C1.CCCCC=CCCC non-5-en tetraphenyl-borate